6-(2-(dimethylamino)ethoxy)-4-(6-(4-(pyridin-2-yloxy)piperidin-1-yl)pyridin-3-yl)pyrazolo[1,5-a]pyridine-3-carbonitrile CN(CCOC=1C=C(C=2N(C1)N=CC2C#N)C=2C=NC(=CC2)N2CCC(CC2)OC2=NC=CC=C2)C